N-((S)-1-((1R,2S,5S)-2-((cyano(1,6-naphthyridin-8-yl)methyl)carbamoyl)-6,6-dimethyl-3-azabicyclo[3.1.0]hexan-3-yl)-3,3-dimethyl-1-oxobutan-2-yl)oxazole-5-carboxamide C(#N)C(C=1C=NC=C2C=CC=NC12)NC(=O)[C@@H]1[C@H]2C([C@H]2CN1C([C@H](C(C)(C)C)NC(=O)C1=CN=CO1)=O)(C)C